tert-butyl ((R)-1-(4-((4-(4-(((1r,4r)-4-aminocyclohexyl)difluoromethyl)-6-methylpyrimidin-2-yl)piperazin-1-yl)sulfonyl)phenyl)-5-oxopyrrolidin-3-yl)carbamate NC1CCC(CC1)C(C1=NC(=NC(=C1)C)N1CCN(CC1)S(=O)(=O)C1=CC=C(C=C1)N1C[C@@H](CC1=O)NC(OC(C)(C)C)=O)(F)F